C(C)(C)(C)OC(=O)N1C[C@@H](CC1)C(=O)O (R)-pyrrolidine-1,3-dicarboxylic acid 1-tert-butyl ester